C1(CC1)N(CCC(C(=O)O)NC(N(CC)CC)=O)CCCCC1=NC=2NCCCC2C=C1 4-[cyclopropyl-[4-(5,6,7,8-tetrahydro-1,8-naphthyridin-2-yl)butyl]amino]-2-(diethylcarbamoylamino)butanoic acid